dimethyl-3-oxoglutarate COC(CC(CC(=O)OC)=O)=O